C(C)(C)(C)OC(=O)N=C(N1CC(C=2C3=C(C=CC12)C=CC=C3)C)N(C(OC(C)(C)C)=O)C tert-Butyl (((tert-butoxycarbonyl)imino) (1-methyl-1,2-dihydro-3H-benzo[e]indol-3-yl)methyl)(methyl)carbamate